CC/C=C\C/C=C\C/C=C\CCCCCCCC(=O)O 9Z,12Z,15Z-octadecatrienoic acid